(S)-[3-(2-hydroxy-morpholin-3-onyl)-2-hydroxypropyl]-2-(trifluoromethyl)-5-nitroimidazole OC1C(N(CCO1)C[C@H](CC=1N=C(NC1[N+](=O)[O-])C(F)(F)F)O)=O